P(=O)(OC=1C=CC=C2C(CNC12)CCN(C(C)C)C(C)C)([O-])[O-] dihydro-3-(2-(diisopropylamino) ethyl)-1H-indol-7-yl phosphate